1-(4-(6-chloro-7-(2,4-difluoro-5-hydroxyphenyl)quinazolin-4-yl)piperazin-1-yl)prop-2-en-1-one ClC=1C=C2C(=NC=NC2=CC1C1=C(C=C(C(=C1)O)F)F)N1CCN(CC1)C(C=C)=O